NC=1C=CC(=C(C1)C1=C2C(=CN=C1)SC(=C2)C#N)C=2C(=NN(C2)CC)C(F)(F)F 4-(5-amino-2-(1-ethyl-3-(trifluoromethyl)-1H-pyrazol-4-yl)phenyl)thieno[2,3-c]pyridine-2-carbonitrile